O=S1(NC(CC1)COC1=NC=CC2=CC(=C(C=C12)OC(C)C)C(=O)N)=O 1-[(1,1-dioxido-1,2-thiazolidin-3-yl)methoxy]-7-(propan-2-yloxy)isoquinoline-6-carboxamide